bicyclodecanoic acid C1(CCCCCCCCC1)(C1CCCCCCCCC1)C(=O)O